FC1=CC=C(C=C1)[C@@H](C)NC=1C2=C(N=C(N1)C)C=NC=C2 4-{[(1R)-1-(4-fluorophenyl)ethyl]amino}-2-methylpyrido[3,4-d]pyrimidin